O=C1NC(CC[C@@H]1N1C(C2=CC(=C(C=C2C1)N1CCN(CC1)CC1CCN(CC1)C1=C(C=C(C(=O)OC(C)(C)C)C=C1)F)F)=O)=O tert-butyl (S)-4-(4-((4-(2-(2,6-dioxopiperidin-3-yl)-6-fluoro-1-oxoisoindolin-5-yl)piperazin-1-yl)methyl)piperidin-1-yl)-3-fluorobenzoate